C(OC1=CC2=C(N(C(=N2)S(=O)CC2=NC=C(C(=C2C)OC)C)CC)C=C1)([O-])=O Ethyl-(2-(((4-Methoxy-3,5-Dimethylpyridin-2-yl) Methyl)sulfinyl)-1H-Benzo[d]imidazol-5-yl) Carbonat